N,N-dimethyl-aminomethanediphosphonic acid CN(C)C(P(O)(=O)O)P(O)(=O)O